2-(4-ethylbenzyl)-5-hydroxymethylphenyl 6-O-ethoxycarbonyl-β-D-glucopyranoside C(C)OC(=O)OC[C@@H]1[C@H]([C@@H]([C@H]([C@H](OC2=C(C=CC(=C2)CO)CC2=CC=C(C=C2)CC)O1)O)O)O